N-[2-(2-carbamoyl-2-methylideneethyl)-7-(1-methyl-1H-indazol-6-yl)-3-oxo-2,3-dihydro-1H-isoindol-5-yl]-1-methylpiperidine-4-carboxamide C(N)(=O)C(CN1CC2=C(C=C(C=C2C1=O)NC(=O)C1CCN(CC1)C)C1=CC=C2C=NN(C2=C1)C)=C